BrC1=CC=CC=2C(=C(C3=CC=CC=C3C12)Cl)Cl 4-bromo-9,10-dichlorophenanthrene